N-(3-(11,12-methylene)octadecanoyloxy-hexadecanoyl)ornithine C1C(CCCCCCCCCC(=O)OCCCCCCCCCCCCCCCC(=O)N[C@@H](CCCN)C(=O)O)C1CCCCCC